N-((1S,3r)-3-(5-(5-ethoxypyridin-2-yl)-4-(2-fluorophenyl)-4H-1,2,4-triazol-3-yl)cyclobutyl)-4-fluorobenzamide C(C)OC=1C=CC(=NC1)C=1N(C(=NN1)C1CC(C1)NC(C1=CC=C(C=C1)F)=O)C1=C(C=CC=C1)F